O=C1NC(CCC1NC1=CC(=C(C=C1)C1CCN(CC1)C[C@@H]1CC[C@H](CC1)CNC(OC(C)(C)C)=O)F)=O trans-tert-butyl ((4-((4-(4-((2,6-dioxopiperidin-3-yl)amino)-2-fluorophenyl)piperidin-1-yl)methyl)cyclohexyl)methyl)carbamate